(2S,4aR,10aR)-2,4a,8,8-Tetramethyl-2-vinyl-1,2,3,4,4a,5,6,7,8,9,10,10a-dodecahydrophenanthrene C[C@]1(C[C@H]2CCC=3C(CCCC3[C@@]2(CC1)C)(C)C)C=C